(1-cyclohexyl-4-(4-(methylamino)-4-oxobutyl)-1H-imidazol-2-yl)-3-(1H-pyrazol-4-yl)benzamide C1(CCCCC1)N1C(=NC(=C1)CCCC(=O)NC)C1=C(C(=O)N)C=CC=C1C=1C=NNC1